COC(CC=1C(=NC(=C(C1)C)C)C(=O)N)OC 3-(2,2-dimethoxyethyl)-5,6-dimethyl-pyridine-2-carboxamide